C1(=CC(=CC=C1)OCC1=CC=C(C=N1)C=1OC(=NN1)C(F)F)C1=CC=CC=C1 2-(6-(([1,1'-biphenyl]-3-yloxy)methyl)pyridin-3-yl)-5-(difluoromethyl)-1,3,4-oxadiazol